ClC1=C(C=CC=C1)S(=O)(=O)C=1C(=C(C=CC1)N1CCNCC1)C(F)F 1-(3-((2-chlorophenyl)sulfonyl)-2-(difluoromethyl)phenyl)piperazine